C(#N)C=1C=C(C=NC1N1N=CC=N1)NC(=O)C1=C(C(=NS1)C1=CC=CC2=NN(N=C21)C)C2CC2 N-(5-CYANO-6-(2H-1,2,3-TRIAZOL-2-YL)PYRIDIN-3-YL)-4-CYCLOPROPYL-3-(2-METHYL-2H-BENZO[D][1,2,3]TRIAZOL-4-YL)ISOTHIAZOLE-5-CARBOXAMIDE